(S)-dibenzyl (2-hydroxypropyl) phosphate P(=O)(OCC1=CC=CC=C1)(OCC1=CC=CC=C1)OC[C@H](C)O